4-(6-{[7-cyclopentyl-6-(dimethylcarbamoyl)-7H-pyrrolo[2,3-d]pyrimidin-2-yl]amino}pyridin-3-yl)piperazin-1-ium trifluoroacetate FC(C(=O)[O-])(F)F.C1(CCCC1)N1C(=CC2=C1N=C(N=C2)NC2=CC=C(C=N2)N2CC[NH2+]CC2)C(N(C)C)=O